CC(C(=O)OCCO)(CC(C(=O)OC1=CC=C(C=C1)C(\C=C\C1=CC=CC=C1)=O)C)C 1-O-(2-Hydroxyethyl) 5-O-[4-[(E)-3-phenylprop-2-enoyl]phenyl] 2,2,4-trimethylpentanedioate